ClC1=C(C=CC=C1)C1=C(C(=CC=C1)C=1C=C2CN(CC2=CC1)CC(=O)OCC)C Ethyl 2-(5-(2'-chloro-2-methyl-[1,1'-biphenyl]-3-yl)isoindolin-2-yl)acetate